BrC1=CC(=C(C=C1F)NS(=O)(=O)C1=CC=NC2=CC(=CC=C12)Cl)F N-(4-bromo-2,5-difluoro-phenyl)-7-chloro-quinoline-4-sulfonamide